CN1C(N2C(C=3C=CC=CC13)=CC(=N2)CNC(C2=C(C=CC=C2)OC(F)(F)F)=O)=O N-((6-methyl-5-oxo-5,6-dihydropyrazolo[1,5-c]quinazolin-2-yl)methyl)-2-(trifluoromethoxy)benzamide